C(C1=CC=CC=C1)N(C[C@H](O)C=1C(=C2COC(C2=CC1)=O)C)CCO (R)-5-(2-(benzyl-(2-hydroxyethyl)amino)-1-hydroxyethyl)-4-methyl-isobenzofuran-1(3H)-one